(2R)-4-[8-bromo-3-(2,2,2-trifluoroethyl)imidazo[1,2-a]pyridin-2-yl]but-3-yn-2-ol BrC=1C=2N(C=CC1)C(=C(N2)C#C[C@@H](C)O)CC(F)(F)F